NC=1C2=C(N=C(N1)C)C=CC(=N2)C=2C=C(C=CC2)C#C[C@]2(C(N(C[C@H]2C)C)=O)O |o1:24| (3R,4R*)-3-((3-(4-Amino-2-methylpyrido[3,2-d]pyrimidin-6-yl)phenyl)ethynyl)-3-hydroxy-1,4-dimethylpyrrolidin-2-one